N-(2-propynyl)aniline C(C#C)NC1=CC=CC=C1